di(tert-butylphenyl)iodonium p-toluenesulfonate CC1=CC=C(C=C1)S(=O)(=O)[O-].C(C)(C)(C)C1=C(C=CC=C1)[I+]C1=C(C=CC=C1)C(C)(C)C